4-((1R,5S)-3,8-diazabicyclo[3.2.1]octan-3-yl)-7-(5-(tert-butyl)-1H-indol-3-yl)-8-fluoro-2-((tetrahydro-1H-pyrrolizin-7a(5H)-yl)methoxy)quinazoline [C@H]12CN(C[C@H](CC1)N2)C2=NC(=NC1=C(C(=CC=C21)C2=CNC1=CC=C(C=C21)C(C)(C)C)F)OCC21CCCN1CCC2